4-(9H-carbazol-9-yl)-3-(trifluoromethyl)aniline C1=CC=CC=2C3=CC=CC=C3N(C12)C1=C(C=C(N)C=C1)C(F)(F)F